CN1CCC2(CC1)OC1=C(C2)C=C(C=C1)\C=N\CCOC[Sn](CCCC)(CCCC)CCCC (E)-1-(1'-methyl-3H-spiro[benzofuran-2,4'-piperidin]-5-yl)-N-(2-((tributylstannyl)methoxy)ethyl)methanimine